tert-butyl ((5S)-8,9-difluoro-6-methyl-5,6-dihydro-4H-pyrrolo[3,2,1-ij]quinolin-5-yl)carbamate FC=1C=C2C([C@@H](CN3C2=C(C1F)C=C3)NC(OC(C)(C)C)=O)C